ClC1=C(C(=CC=2C(N3[C@@H](COC21)CNCC3)=O)C)C3=C(C=CC=C3O)F (12AR)-10-chloro-9-(2-fluoro-6-hydroxyphenyl)-8-methyl-1,2,3,4,12,12a-hexahydro-6H-pyrazino[2,1-c][1,4]benzoxazepin-6-one